7-bromo-5-cyclopropyl-8-fluoro-3-methyl-1,2-dihydroquinoxalin-2-one BrC1=CC(=C2N=C(C(NC2=C1F)=O)C)C1CC1